tert-butyl 6-(3-cyano-6,6-dimethyl-4-(3-(methylsulfonamido) naphthalen-1-yl)-6,7-dihydro-5H-cyclopenta[b]pyridin-2-yl)-2,6-diazaspiro[3.4]octane-2-carboxylate C(#N)C=1C(=C2C(=NC1N1CC3(CN(C3)C(=O)OC(C)(C)C)CC1)CC(C2)(C)C)C2=CC(=CC1=CC=CC=C21)NS(=O)(=O)C